1-methyl-1H-imidazole-2-carboxamide CN1C(=NC=C1)C(=O)N